(R)-2-((1-(3-Aminoimidazo[1,2-a]pyrazin-8-yl)piperidin-3-yl)amino)-4-methoxypyrimidine-5-carbonitrile NC1=CN=C2N1C=CN=C2N2C[C@@H](CCC2)NC2=NC=C(C(=N2)OC)C#N